FC1=C(CC2=NC3=C(N2C[C@H]2OCC2)C=C(C=C3)C(=O)O)C=C(C(=C1)C1=NC(=CC=C1)OCC1=NN(C=C1)C1=CC=C(C=C1)F)F (S)-2-(2,5-difluoro-4-(6-((1-(4-fluorophenyl)-1H-pyrazol-3-yl)methoxy)pyridin-2-yl)benzyl)-1-(oxetan-2-ylmethyl)-1H-benzo[d]imidazole-6-carboxylic acid